FC1=C(OC2=CC=NC3=CC(=C(C=C23)OCC)OC(C(=O)[O-])CCCCC)C=CC(=C1)NC(=O)C1(CC1)C(NC1=CC=C(C=C1)F)=O.[K+] Kalium [[4-[2-Fluoro-4-[[1-[(4-fluorophenyl)carbamoyl]cyclopropanecarbonyl] amino]phenoxy]-6-ethoxy-7-quinolyl]oxy]heptanoat